6-chloro-2-chloro-4-acetoxy-1-methacryloyloxynaphthalene ClC=1C=C2C(=CC(=C(C2=CC1)OC(C(=C)C)=O)Cl)OC(C)=O